The molecule is a 4-amino-1,2-oxazolidin-3-one that has S configuration. An antibiotic isolated from Erwinia uredovora. It has a role as an anticonvulsant, an EC 2.3.1.50 (serine C-palmitoyltransferase) inhibitor and an anti-HIV agent. It is an enantiomer of a D-cycloserine. C1[C@@H](C(=O)NO1)N